C(#N)N1C[C@@H](CC1)NC(=O)N1CC(C1)(C1=CC=CC=C1)OC (R)-N-(1-cyanopyrrolidin-3-yl)-3-methoxy-3-phenylazetidine-1-carboxamide